FC1(CCN(CC1)C1=CC(=CC=2N1N=CC2)C2=CN=C(N2)C2=C(C=C(C=C2)NS(=O)(=O)CCO)N2CCC1(CC1)CC2)F N-(4-(5-(7-(4,4-difluoropiperidin-1-yl)pyrazolo[1,5-a]pyridin-5-yl)-1H-imidazol-2-yl)-3-(6-azaspiro[2.5]oct-6-yl)phenyl)-2-hydroxyethane-1-sulfonamide